(4-(4-fluoro-3-trifluoromethyl-phenoxy)-2,5-dimethyl-phenyl)-N-ethyl-N-methylformamidine FC1=C(C=C(OC2=CC(=C(C=C2C)C(=N)N(C)CC)C)C=C1)C(F)(F)F